C(C)(C)(C)OC(=O)N/C(=N/O)/C1=CC=C(C=C1)C[C@@H](C(=O)OC(C)(C)C)NC(=O)OC(C)(C)C tert-butyl (S,E)-3-(4-(N-(tert-butoxycarbonyl)-N'-hydroxycarbamimidoyl)phenyl)-2-((tert-butoxycarbonyl)amino)propanoate